5-[2-(2-cyclopentyl-2-methoxyethyl)-8-fluoro-6-hydroxy-1,2,3,4-tetrahydroisoquinolin-7-yl]-1λ6,2,5-thiadiazolidine-1,1,3-trione C1(CCCC1)C(CN1CC2=C(C(=C(C=C2CC1)O)N1CC(NS1(=O)=O)=O)F)OC